NC1=CC=CC(=N1)C1=NC(=NC(=N1)NC(C)(C)C)NC1=CC(=NC=C1)C(F)(F)F (6-aminopyridin-2-yl)-N2-tert-butyl-N4-(2-(trifluoromethyl)pyridin-4-yl)-1,3,5-triazine-2,4-diamine